BrC=1C=C2C(=NC1)NN=C2C(F)(F)F 5-bromo-3-(trifluoromethyl)-1H-pyrazolo[3,4-b]pyridine